3-(2-chloropyridin-4-yl)-1-(1-(7,8-difluoro-1-oxo-1,2-dihydroisoquinolin-4-yl)ethyl)-1-methylurea ClC1=NC=CC(=C1)NC(N(C)C(C)C1=CNC(C2=C(C(=CC=C12)F)F)=O)=O